C(=C)(C)OC(=C(OC(=C)C)OC(=C)C)[SiH3] tri(isopropenyloxy)vinyl-silane